CNCC(=O)O.NCC(=O)OC methyl 2-aminoacetate (methyl glycinate)